3,5-di-tert-butyl-4-hydroxy-hydrocinnamic acid C(C)(C)(C)C=1C=C(CCC(=O)O)C=C(C1O)C(C)(C)C